FC1=C(C2=C(N(C(=N2)OC)C(=O)NCCC(C)C)C=C1)N1CCOCC1 Fluoro-N-iso-pentyl-2-methoxy-4-morpholino-1H-benzo[d]imidazole-1-carboxamide